5-(1H-pyrazol-4-yl)-1H-indazole-3-carboxamide N1N=CC(=C1)C=1C=C2C(=NNC2=CC1)C(=O)N